ClC1=C(C=C(C=C1)F)C1=NC(C2=C(C(=CC(=C12)C1=C(C(=O)N)C=C(C=C1F)C(F)(F)F)C#N)O)=O (3-(2-chloro-5-fluorophenyl)-6-cyano-7-hydroxy-1-oxoisoindol-4-yl)-3-fluoro-5-(trifluoromethyl)benzamide